(+/-)-4-[3-(2-chloro-5-pyrrolidin-1-yl-phenyl)-1,4-oxazepan-4-yl]-6-methyl-pyrimidin-2-amine ClC1=C(C=C(C=C1)N1CCCC1)[C@@H]1COCCCN1C1=NC(=NC(=C1)C)N |r|